N[C@@]1(CN(CC1)C1=C(C(=NC=C1C(=O)N[C@H](C(F)(F)F)C)C#N)C1=CC(=NC=C1)C(F)(F)F)C 4-[(3S)-3-amino-3-methylpyrrolidin-1-yl]-2-cyano-2'-(trifluoromethyl)-N-[(2S)-1,1,1-trifluoropropan-2-yl]-[3,4'-bipyridine]-5-carboxamide